N-[3-[4-[(SR)-[1-[(4aR,8aS)-3-oxo-4,4a,5,7,8,8a-hexahydropyrido[4,3-b][1,4]oxazine-6-carbonyl]-4-piperidinyl]-phenyl-methyl]phenyl]propyl]carbamic acid tert-butyl ester C(C)(C)(C)OC(NCCCC1=CC=C(C=C1)[C@H](C1=CC=CC=C1)C1CCN(CC1)C(=O)N1C[C@@H]2[C@@H](OCC(N2)=O)CC1)=O |&1:16|